dihydro-8-methyl-7H-1,3-dioxolo[4,5-h][2,3]benzodiazepine CC=1NN=CC2=C(C1)C=C1C(C2)OCO1